5-[6-(5-chloro-2-fluorophenyl)-2H,3H,4H-pyrido[3,2-b][1,4]oxazin-8-yl]-N-[2-(methylamino)ethyl]pyridine-3-carboxamide ClC=1C=CC(=C(C1)C=1C=C(C=2OCCNC2N1)C=1C=C(C=NC1)C(=O)NCCNC)F